C1(CC1)C(=O)NC1=CC(=C(N=N1)C(=O)NC)NC1=CC=CC2=C1OC(C=1C2=NN(C1)C)C 6-(cyclopropanecarboxamido)-4-((2,4-dimethyl-2,4-dihydrochromeno[4,3-c]pyrazol-6-yl)amino)-N-methylpyridazine-3-carboxamide